C1(CC1)C1=NNC(O1)=O 5-cyclopropyl-1,3,4-oxadiazol-2(3H)-one